O=C(C(=O)Cl)CC 2-oxobutyryl chloride